C(C)N[C@H]1C(O)O[C@@H]([C@H]([C@@H]1O)O)CO N-ethyl-glucosamine